C[C@H]1C[C@@H](NCC1)C(=O)O (2R,4R)-4-METHYLPIPERIDINE-2-CARBOXYLIC ACID